C(C)N1C=C(C2=CC(=CC=C12)OC)CCNCC 1-ethyl-5-methoxy-3-(ethylaminoethyl)-indole